ClC1=NC=CC(=N1)N1CC2(CC1)CCN(CC2)C(=O)OC(C)(C)C tert-butyl 2-(2-chloropyrimidin-4-yl)-2,8-diazaspiro[4.5]decane-8-carboxylate